1-(1-((1,3-dimethyl-1H-pyrazol-4-yl)oxy)-8-((1,1,1-trifluoropropan-2-yl)oxy)isoquinolin-6-yl)-4-ethyl-1H-1,2,4-triazol-5(4H)-one CN1N=C(C(=C1)OC1=NC=CC2=CC(=CC(=C12)OC(C(F)(F)F)C)N1N=CN(C1=O)CC)C